(R)-N-(4-(3-aminopyrrolidin-1-yl)-2-(tetrahydro-2H-pyran-4-yl)-2H-indazol-5-yl)-1-(2,6-difluorophenyl)-6-oxo-1,6-dihydropyridazine-3-carboxamide N[C@H]1CN(CC1)C=1C2=CN(N=C2C=CC1NC(=O)C1=NN(C(C=C1)=O)C1=C(C=CC=C1F)F)C1CCOCC1